14-nitro-5,8,11,14-eicosatetraenoic acid [N+](=O)([O-])C(CC=CCC=CCC=CCCCC(=O)O)=CCCCCC